BrC=1C=NN2C1N=C(C=C2CSC)Cl 3-bromo-5-chloro-7-((methylthio)methyl)pyrazolo[1,5-a]pyrimidine